N-(3-aminopropyl)-3-(6-(4-methoxyphenyl)-1H-benzo[d]imidazol-2-yl)-1H-indazole-5-carboxamide NCCCNC(=O)C=1C=C2C(=NNC2=CC1)C1=NC2=C(N1)C=C(C=C2)C2=CC=C(C=C2)OC